(3-amino-6-(1-methylcyclopropyl)-1H-pyrazolo[3,4-b]pyridin-1-yl)(o-tolyl)methanone methyl-5-(1H-imidazol-1-yl)-2-nitrobenzoate COC(C1=C(C=CC(=C1)N1C=NC=C1)[N+](=O)[O-])=O.NC1=NN(C2=NC(=CC=C21)C2(CC2)C)C(=O)C2=C(C=CC=C2)C